C(C)(C)(C)OC(NC[C@H](CO[Si](C1=CC=CC=C1)(C1=CC=CC=C1)C(C)(C)C)O)=O (R)-(3-((tert-butyldiphenylsilyl)oxy)-2-hydroxypropyl)carbamic acid tert-butyl ester